2-(prop-1-en-2-yl)thiophene C=C(C)C=1SC=CC1